tert-butyl (2-(4-(2-aminoformylnaphthyl)naphthyl)-8-fluoro-5-methyl-2-(methylthio)pyrido[4,3-d]pyrimidin-4-yl)-3,8-diazabicyclo[3.2.1]octane-8-carboxylate NC(=O)C1=C(C2=CC=CC=C2C=C1)C1=CC=C(C2=CC=CC=C12)C1(N=C(C2=C(N1)C(=CN=C2C)F)C21CNCC(CC2)N1C(=O)OC(C)(C)C)SC